((2S,5R)-5-((5-((S)-2,2-difluorocyclopropyl)-7H-pyrrolo[2,3-d]pyrimidin-4-yl)amino)-2-methylpiperidin-1-yl)prop-2-en-1-one FC1([C@@H](C1)C1=CNC=2N=CN=C(C21)N[C@@H]2CC[C@@H](N(C2)C(C=C)=O)C)F